3-Cyclohexyl-5-methyl-nonan-3-ol C1(CCCCC1)C(CC)(CC(CCCC)C)O